ClC=1C=C2C(=C(C(OC2=CC1OC(N(C)C)=O)=O)CC1=C(C(=CC=C1)NS(NC)(=O)=O)F)CCl dimethylcarbamic acid 6-chloro-4-(chloromethyl)-3-(2-fluoro-3-((N-methylsulfamoyl) amino) benzyl)-2-oxo-2H-chromen-7-yl ester